N1N=NN=C1C=1C=C(C=CC1)CC(=O)O 2-(3-(1H-tetrazol-5-yl)phenyl)acetic acid